O1N=C(C2=C1C=CC=C2)C2=C(C=CC=C2)[C@H](CC2=NC(=CC=C2)N2CCCC2)N (S)-1-[2-(Benzo[d]isoxazol-3-yl)phenyl]-2-[6-(pyrrolidin-1-yl)pyridine-2-yl]ethan-1-amine